5-bromo-2-(difluoromethyl)-1H-indole-1-carboxylic acid tert-butyl ester C(C)(C)(C)OC(=O)N1C(=CC2=CC(=CC=C12)Br)C(F)F